2,3-diphenyl-5-(pyrimidin-4-ylamino)-6-(quinolin-6-yl)pyrazolo[1,5-a]pyrimidin-7(4H)-one C1(=CC=CC=C1)C1=NN2C(NC(=C(C2=O)C=2C=C3C=CC=NC3=CC2)NC2=NC=NC=C2)=C1C1=CC=CC=C1